4-(6-(4-isobutyrylpiperazin-1-yl)pyridin-3-yl)-6-(1-methyl-1H-pyrazol-4-yl)pyrazolo[1,5-a]pyridine-3-carbonitrile C(C(C)C)(=O)N1CCN(CC1)C1=CC=C(C=N1)C=1C=2N(C=C(C1)C=1C=NN(C1)C)N=CC2C#N